BrC1=C(C=C(C=C1)C(C(=O)OC)C(=O)OC)OC dimethyl 2-(4-bromo-3-methoxy-phenyl)propanedioate